γ-heptanoLactone C1(CC(CCCC)O1)=O